1-(2-bromo-6-hydroxy-phenyl)ethanone BrC1=C(C(=CC=C1)O)C(C)=O